C(=C)NC=C divinylamine